N-(4-(4-(3-cyclopropylphenoxy)butyl)phenyl)piperazine-1-carboxamide hydrochloride Cl.C1(CC1)C=1C=C(OCCCCC2=CC=C(C=C2)NC(=O)N2CCNCC2)C=CC1